2,3-bis(4-bromophenyl)quinoxaline BrC1=CC=C(C=C1)C1=NC2=CC=CC=C2N=C1C1=CC=C(C=C1)Br